FC1(CN(CCC1OC1=C(C#N)C=C(C=C1)C=1C2=C(N=CN1)NC(=C2)C2=CC(=C(C=C2)N2CCN(CC2)C2COC2)OC)C(CO)=O)F 2-((3,3-difluoro-1-(2-hydroxyacetyl)piperidin-4-yl)oxy)-5-(6-(3-methoxy-4-(4-(oxetan-3-yl)piperazin-1-yl)phenyl)-7H-pyrrolo[2,3-d]pyrimidin-4-yl)benzonitrile